COC1=CC=CC=2NC(=NC21)C2=CC=CC=C2 4-methoxy-2-phenyl-1H-benzimidazole